ClC=1C=C(C=C(C1Cl)Cl)[C@@]1(CC(=NO1)C1=CC=C(S1)C(=O)N)C(F)(F)F 5-[(5S)-5-(3,4,5-trichlorophenyl)-5-(trifluoromethyl)-4H-isoxazol-3-yl]Thiophene-2-carboxamide